azaicosane-1,2,20-tricarboxylate N(C(CCCCCCCCCCCCCCCCCCC(=O)[O-])C(=O)[O-])C(=O)[O-]